NC1CC(CC1)O 3-aminocyclopentanol